1-ethyl-3-vinylimidazolium bis(trifluoromethanesulphonyl)imide [N-](S(=O)(=O)C(F)(F)F)S(=O)(=O)C(F)(F)F.C(C)N1C=[N+](C=C1)C=C